C1(=CC=C(C=C1)[Al]C1=CC=C(C=C1)C)C di-p-tolyl-aluminium